BrC1=CC=C(C(=C1C=O)F)C 6-bromo-2-fluoro-3-methylbenzaldehyde